6-((1-(3-(3-chloro-1H-pyrazol-1-yl)-4,4-difluorobutyryl)-4-hydroxypiperidin-4-yl)methyl)-3-(6-chloro-2-oxo-2,3-dihydro-1H-inden-5-yl)isothiazolo[4,3-d]pyrimidin-7(6H)-one ClC1=NN(C=C1)C(CC(=O)N1CCC(CC1)(O)CN1C=NC=2C(C1=O)=NSC2C=2C=C1CC(CC1=CC2Cl)=O)C(F)F